5-Nitroisophthalic acid [N+](=O)([O-])C=1C=C(C=C(C(=O)O)C1)C(=O)O